2-bromo-4-phenyldibenzo[b,d]Thiophene BrC1=CC2=C(SC3=C2C=CC=C3)C(=C1)C1=CC=CC=C1